C(CCCCCCC\C=C/C[C@H](O)CCCCCC)(=O)[O-].[Zn+2].C(CCCCCCC\C=C/C[C@H](O)CCCCCC)(=O)[O-] zinc(II) ricinoleate